4-(2-hydroxyethyl)-1,4-diazepan-1-carboxylic acid tert-butyl ester C(C)(C)(C)OC(=O)N1CCN(CCC1)CCO